N-(1-(hydroxymethyl)cyclopentyl)-3-(1H-imidazol-1-yl)benzamide OCC1(CCCC1)NC(C1=CC(=CC=C1)N1C=NC=C1)=O